C[Si](CCOCN1N=C(C2=CC(=CC=C12)B1OC(C(O1)(C)C)(C)C)C)(C)C Trimethyl-[2-[[3-methyl-5-(4,4,5,5-tetramethyl-1,3,2-dioxaborolan-2-yl)indazol-1-yl]methoxy]ethyl]silane